6'-Fluoro-2',3'-dihydrospiro[cyclopropane-1,1'-indene]-5'-carboxamide FC1=C(C=C2CCC3(C2=C1)CC3)C(=O)N